3-((4-((2-(Dimethylamino)-4-(6-methylpyridin-2-yl)thiazol-5-yl)oxy)pyridin-2-yl)amino)benzenesulfonamide CN(C=1SC(=C(N1)C1=NC(=CC=C1)C)OC1=CC(=NC=C1)NC=1C=C(C=CC1)S(=O)(=O)N)C